di(isooctyl) adipate C(CCCCC(=O)OCCCCCC(C)C)(=O)OCCCCCC(C)C